diethyl-aminohydroxybenzoyl-benzoic acid C(C)C1=C(C(=C(C(=C1C(=O)O)C(C1=CC=CC=C1)=O)O)N)CC